C1(CCC1)N1C(=CC2=CC(=C(C=C12)C1=NOC(N1)=O)F)C1=CC=C(C=C1)NC(OC(C)(C)C)=O tert-butyl (4-(1-cyclobutyl-5-fluoro-6-(5-oxo-4,5-dihydro-1,2,4-oxadiazol-3-yl)-1H-indol-2-yl)phenyl)carbamate